N-{4-[2-(2-chlorophenyl)acetamido]pyridin-2-yl}-N-(3-fluorophenyl)acetamide ClC1=C(C=CC=C1)CC(=O)NC1=CC(=NC=C1)N(C(C)=O)C1=CC(=CC=C1)F